Trifluoropropyne C(#CF)C(F)F